6-([1,1'-biphenyl]-4-yloxy)-N-methylpyridin-3-amine C1(=CC=C(C=C1)OC1=CC=C(C=N1)NC)C1=CC=CC=C1